4-((3-chloro-1,4-dioxo-1,4-dihydronaphthalen-2-ylamino)methyl)-N-(3-nitropyridin-4-yl)benzamide ClC1=C(C(C2=CC=CC=C2C1=O)=O)NCC1=CC=C(C(=O)NC2=C(C=NC=C2)[N+](=O)[O-])C=C1